2-(p-chlorophenyl)-1,3-oxazole-5-carboxamide ClC1=CC=C(C=C1)C=1OC(=CN1)C(=O)N